C(C1=CC=CC=C1)NC1=C2N=CN(C2=NC(=N1)C=1C=NC=C(C1)OC)[C@H]1[C@@H]([C@@H]([C@H](O1)C(=O)NC([2H])([2H])[2H])O)O (2S,3S,4R,5R)-5-(6-(benzylamino)-2-(5-methoxypyridin-3-yl)-9H-purin-9-yl)-3,4-dihydroxyl-N-(methyl-d3)-tetrahydrofuran-2-formamide